2-fluoro-3-[(2,2,3,3-tetramethyl-4,7,10,13-tetraoxa-3-silapentadecan-15-yl)oxy]-5-(trifluoromethyl)aniline FC1=C(N)C=C(C=C1OCCOCCOCCOCCO[Si](C(C)(C)C)(C)C)C(F)(F)F